4-((5-(4-(5-((7-((3,5-difluorophenyl)ethynyl)pyrrolo[2,1-f][1,2,4]triazin-2-yl)amino)pyridin-2-yl)piperazin-1-yl)pentyl)oxy)-2-(2,6-dioxopiperidin-3-yl)isoindoline-1,3-dione FC=1C=C(C=C(C1)F)C#CC1=CC=C2C=NC(=NN21)NC=2C=CC(=NC2)N2CCN(CC2)CCCCCOC2=C1C(N(C(C1=CC=C2)=O)C2C(NC(CC2)=O)=O)=O